sodium 1-heptanesulfonate sodium salt [Na+].C(CCCCCC)S(=O)(=O)[O-].[Na+].C(CCCCCC)S(=O)(=O)[O-]